C[C@]12CC(C[C@](CC1)(N2)C)N(C=2N=CC(=NC2)C2=C(C=C(C=C2)N2C=NC=C2)O)C 2-(5-(((1R,3s,5S)-1,5-dimethyl-8-azabicyclo[3.2.1]octan-3-yl)(methyl)amino)pyrazin-2-yl)-5-(1H-imidazol-1-yl)phenol